C1(CCCC1)NC=1N=CC2=C(N1)N(C(C(=C2)OC2=CC(=CC=C2)F)=O)C 2-(cyclopentylamino)-6-(3-fluorophenoxy)-8-methylpyrido[2,3-d]pyrimidin-7(8H)-one